ClC=1C=C2C(=NC(=NC2=CC1)C=O)C1=C(C=CC=C1)Cl 6-chloro-4-(2-chlorophenyl)quinazoline-2-formaldehyde